mono-tert-butylether C(C)(C)(C)OC(C)(C)C